3-(6-(((Trans-3-(4-(6-amino-5-fluoropyridin-2-yl)-3-cyclopropyl-1H-pyrazol-1-yl)cyclobutyl)methyl)amino)-1-oxoisoindolin-2-yl)piperidine-2,6-dione NC1=C(C=CC(=N1)C=1C(=NN(C1)[C@@H]1C[C@H](C1)CNC1=CC=C2CN(C(C2=C1)=O)C1C(NC(CC1)=O)=O)C1CC1)F